1,5-dimethylindol CN1C=CC2=CC(=CC=C12)C